C(C)(C)(C)OC(=O)N1C2CN(CC1CC2)C=2C1=C(N=C(N2)S(=O)C)CC(OC1)C1=CC(=CC2=CC=CC(=C12)Br)OCOC 3-(7-(8-bromo-3-(methoxymethoxy)naphthalen-1-yl)-2-(methylsulfinyl)-7,8-dihydro-5H-pyrano[4,3-d]pyrimidin-4-yl)-3,8-diazabicyclo[3.2.1]octane-8-carboxylic acid tert-butyl ester